FC(OC1=CC=C(C=C1)C1=C(N=NC(=C1)NC1=NC(=NC=C1F)N1C[C@H](O[C@H](C1)C)C)C(=O)OC)F methyl 4-(4-(difluoromethoxy)phenyl)-6-((2-((2R,6S)-2,6-dimethylmorpholino)-5-fluoropyrimidin-4-yl)amino)pyridazine-3-carboxylate